N-cyclohexyl-5-hexen-1-amine C1(CCCCC1)NCCCCC=C